2-(1H-indazol-5-yliminomethyl)-6-methoxy-4-nitrophenolate N1N=CC2=CC(=CC=C12)N=CC1=C(C(=CC(=C1)[N+](=O)[O-])OC)[O-]